4-fluoro-N-{phenyl[4-(propan-2-yl)phenyl]methyl}-1-(3-{1H-pyrrolo[2,3-b]pyridin-3-yl}propanoyl)pyrrolidine-2-carboxamide FC1CC(N(C1)C(CCC1=CNC2=NC=CC=C21)=O)C(=O)NC(C2=CC=C(C=C2)C(C)C)C2=CC=CC=C2